1-(butylsulfinyl)butane C(CCC)S(=O)CCCC